P(O)(OCC(C1=CC(=CC=C1)OC[C@@H]1CC[C@H](CC1)C1=C(C=CC(=C1)OC)F)(C1CC1)C)=O hydrogen (methyl 2-cyclopropyl-2-(3-(((trans)-4-(2-fluoro-5-methoxyphenyl) cyclohexyl) methoxy) phenyl) ethyl) phosphonate